bis(2-hexyldecyl) 7-((3-(dimethylamino)propyl)amino)tridecanedioate CN(CCCNC(CCCCCC(=O)OCC(CCCCCCCC)CCCCCC)CCCCCC(=O)OCC(CCCCCCCC)CCCCCC)C